2,3,4,5-tetrafluoro-6-(4-methoxybenzoyl)-N,N-dimethylbenzenesulfonamid FC1=C(C(=C(C(=C1F)F)F)C(C1=CC=C(C=C1)OC)=O)S(=O)(=O)N(C)C